1,2,4-triazolo[4,3-b][1,2,4]triazine N=1N=CN2N=CC=NC21